C(C)(C)(C)OC(=O)N1C[C@H]([C@@H](CC1)N(C)C(=O)OCC1=CC=CC=C1)F.C(C)(C)(C)C=1C=CC(=C(C1)N1N=C2C(=N1)C=CC=C2)O 2-(5'-tert-butyl-2'-hydroxyphenyl)benzotriazole tert-butyl-(3R,4R)-4-(((benzyloxy)carbonyl)(methyl)amino)-3-fluoropiperidine-1-carboxylate